dodeca-2E,4E-dienoic acid isobutyl amide C(C(C)C)NC(\C=C\C=C\CCCCCCC)=O